((4'-(trifluoromethyl)-[1,1'-biphenyl]-4-yl)oxy)-1H-1,2,3-triazole-4-carboxylic acid FC(C1=CC=C(C=C1)C1=CC=C(C=C1)ON1N=NC(=C1)C(=O)O)(F)F